ClC1=C(NC2=C(NC3=C2C(NCC3)=O)C3=C(C=NC=C3)OCC3OCC3(C)C)C=CC=C1C (-)-3-(2-chloro-3-methylanilino)-2-{3-[(3,3-dimethyloxetan-2-yl)methoxy]pyridin-4-yl}-1,5,6,7-tetrahydro-4H-pyrrolo[3,2-c]pyridin-4-one